ClC=1C=C(OCCN(C)C)C=CC1C=1N(C2=NC=NC(=C2N1)OC1(CC1)C)CC1=NC=CC(=C1)C 2-(3-Chloro-4-(6-(1-methylcyclopropoxy)-9-((4-methylpyridin-2-yl)methyl)-9H-purin-8-yl)phenoxy)-N,N-dimethylethan-1-amine